[2-[[(1S)-1-[4-(4-chloro-2,3,7,10-tetrazatricyclo[7.4.0.02,6]trideca-1(9),3,5,7-tetraen-10-yl)phenyl]-2,2,2-trifluoro-ethyl]-methyl-amino]-2-oxo-ethyl] acetate C(C)(=O)OCC(=O)N(C)[C@H](C(F)(F)F)C1=CC=C(C=C1)N1C=2C=NC3=CC(=NN3C2CCC1)Cl